1-(4-((1r,4r)-4-(trifluoromethyl)cyclohexyl)phenyl)-1H-pyrazole FC(C1CCC(CC1)C1=CC=C(C=C1)N1N=CC=C1)(F)F